(R)-3-(3-((2-methylpyrimidin-5-yl)amino)-4-((R)-1-morpholinopropyl)phenyl)pentanoic acid CC1=NC=C(C=N1)NC=1C=C(C=CC1[C@@H](CC)N1CCOCC1)[C@@H](CC(=O)O)CC